C=C1C(C=2C(N=NN2)=CC1)=C1C=CC=C2N=NN=C21 METHYLENEBIS-BENZOTRIAZOLYL